C(#N)C=1C=NN2C1C(=CC(=C2)OCC(C)(C)O)C=2C=CC(=NC2)N2C[C@@](CC2)(C)NC(C2=C(C(=CC=C2)F)F)=O (S)-N-(1-(5-(3-cyano-6-(2-hydroxy-2-methylpropoxy)pyrazolo[1,5-a]pyridin-4-yl)pyridin-2-yl)-3-methylpyrrolidin-3-yl)-2,3-difluorobenzamide